BrCC1=CC(=C(CP(OC(C)(C)C)(OC(C)(C)C)=O)C=C1)F di-tert-butyl (4-(bromomethyl)-2-fluorobenzyl)phosphonate